C(#N)C=1C(=C(C=2CCCC2C1)C(=O)OC)C1=CC=2N(C=C1)C=NC2 methyl 6-cyano-5-{imidazo[1,5-a]pyridin-7-yl}-2,3-dihydro-1H-indene-4-carboxylate